2-{[(5-chloro-3-ethylimidazol-4-yl)methyl]sulfanyl}-3H,5H,7H-thieno[3,4-d]pyrimidin-4-one trifluoroacetate salt FC(C(=O)O)(F)F.ClC1=C(N(C=N1)CC)CSC=1NC(C2=C(N1)CSC2)=O